2-(1-phenyl-9H-carbazol-9-yl)-4-(9,9'-dimethylfluoren-2-yl)-6-phenyl-1,3,5-triazine C1(=CC=CC=C1)C1=CC=CC=2C3=CC=CC=C3N(C12)C1=NC(=NC(=N1)C1=CC=2C(C3=CC=CC=C3C2C=C1)(C)C)C1=CC=CC=C1